C(C)(C)(C)[C@@H]1OC([C@@H](N1C(=O)OCC1=CC=CC=C1)CC1=CC=C(C=C1)SC)=O Benzyl (2S,4S)-2-(tert-butyl)-4-(4-(methylthio)benzyl)-5-oxooxazolidine-3-carboxylate